COC(=O)[C@@H]1C[C@H](CCC1)OC=1C(=NC(=CC1)C=1N=NN(C1C=O)C)C1CC1 (1S,3S)-3-((2-cyclopropyl-6-(5-formyl-1-methyl-1H-1,2,3-triazol-4-yl)pyridine-3-yl)oxy)cyclohexane-1-carboxylic acid methyl ester